COC=1C=C2C(=CC=NC2=CC1OC)OC1=C(C(=C(C=C1)NC(=O)C=1C(N(C(=CC1)C(F)(F)F)C=1C=NC(=CC1C)OC)=O)F)F N-(4-((6,7-dimethoxyquinolin-4-yl)oxy)-2,3-difluorophenyl)-6'-methoxy-4'-methyl-2-oxo-6-(trifluoromethyl)-2H-[1,3'-bipyridine]-3-carboxamide